CN(C1=C(C(N(N=C1)CC1=CC=C(C=C1)OC)=O)C=C)C 5-(dimethylamino)-2-(4-methoxybenzyl)-4-vinylpyridazin-3(2H)-one